N-phenyl-4-(1H-pyrrolo[3,2-c]pyridin-4-yl)benzamide C1(=CC=CC=C1)NC(C1=CC=C(C=C1)C1=NC=CC2=C1C=CN2)=O